ClC1=CN=CC(=N1)NC(=O)NCC1=CC(=NC=C1)OC(F)F 1-(6-chloropyrazin-2-yl)-3-[[2-(difluoromethoxy)pyridin-4-yl]methyl]urea